2-(3-phenylpropyl)-5-methylbenzimidazole C1(=CC=CC=C1)CCCC=1NC2=C(N1)C=CC(=C2)C